C(#N)[C@H](C[C@H]1C(NCC1)=O)NC([C@@H](NC(C1=C(C=CC=C1Cl)Cl)=O)CC(C)(C)C)=O N-{(1S)-1-cyano-2-[(3S)-2-oxopyrrolidin-3-yl]ethyl}-N2-(2,6-dichlorobenzoyl)-4-methyl-L-leucinamide